FC1(CN(C1)C1CCC(CC1)NC(=O)C=1C2=C(N=C(N1)N1C=NC=C1)C=CN2)F N-((1r,4r)-4-(3,3-difluoroazetidin-1-yl)cyclohexyl)-2-(1H-imidazol-1-yl)-5H-pyrrolo[3,2-d]pyrimidine-4-carboxamide